3-(4-methyl-2-morpholin-4-yl-1,3-thiazole-5-carbonyl)-4-trimethylstannylbenzonitrile CC=1N=C(SC1C(=O)C=1C=C(C#N)C=CC1[Sn](C)(C)C)N1CCOCC1